1-Butyl-3-(5-isobutyl-3-{p-[(2-methyl-1H-imidazol-1-yl)methyl]phenyl}-2-thienylsulfonyl)-urea C(CCC)NC(=O)NS(=O)(=O)C=1SC(=CC1C1=CC=C(C=C1)CN1C(=NC=C1)C)CC(C)C